(S)-(4-(6-bromo-1H-benzo[d]imidazol-2-yl)-6,7-dihydro-1H-imidazo[4,5-c]pyridin-5(4H)-yl)(pyrazolo[1,5-a]pyridin-3-yl)methanone BrC=1C=CC2=C(NC(=N2)[C@H]2N(CCC3=C2N=CN3)C(=O)C=3C=NN2C3C=CC=C2)C1